C(#N)C1=CC=C(C=C1)OC1=CC=CC(=N1)C1=CC(=C(CC=2N(C3=C(N2)SC(=C3)C(=O)OC)C[C@H]3OCC3)C=C1)F (S)-methyl 2-(4-(6-((4-cyanophenyl) oxy) pyridin-2-yl)-2-fluorobenzyl)-1-(oxetan-2-ylmethyl)-1H-thieno[2,3-d]imidazole-5-carboxylate